CN1CCN(CC1)C1=CC=NC2=CC(=CC=C12)[N+](=O)[O-] 4-(4-methylpiperazinyl)-7-nitroquinoline